1-((6aR,8R,9R,9aR)-2,2,4,4-tetraisopropyl-9-(2-(2-methoxyethoxy)ethoxy)tetrahydro-6H-furo[3,2-f][1,3,5,2,4]trioxadisilocin-8-yl)pyrimidine-2,4(1H,3H)-dione C(C)(C)[Si]1(O[Si](OC[C@@H]2[C@@H](O1)[C@H]([C@@H](O2)N2C(NC(C=C2)=O)=O)OCCOCCOC)(C(C)C)C(C)C)C(C)C